2-(4-fluoro-1H-indol-3-yl)-N,N-bis(methyl-d3)ethan-1-amine-1,1,2,2-d4 FC1=C2C(=CNC2=CC=C1)C(C(N(C([2H])([2H])[2H])C([2H])([2H])[2H])([2H])[2H])([2H])[2H]